C(C)C1=C(C(=NS1)C(F)(F)F)CO (5-ethyl-3-(trifluoromethyl)isothiazol-4-yl)methanol